ClC1=CC(=C2C=NNC2=C1)C1(C[C@H]2C([C@H]2C1)NC(=O)NC1CCCCC1)O 1-((1r,3r,5s,6r)-3-(6-chloro-1H-indazol-4-yl)-3-hydroxy-bicyclo[3.1.0]hexane-6-yl)-3-cyclohexylurea